4-(2-(pyridin-4-yl)-1H-imidazol-4-yl)thiazol-2-amine N1=CC=C(C=C1)C=1NC=C(N1)C=1N=C(SC1)N